NC1=C2C(=NC=N1)N(N=C2C2=CC=C(C=C2)OC2=CC=CC=C2)C2CCN(CC2)C(=O)C2CC(C2)N2CCN(CC2)C=2C=C1CN(C(C1=CC2)=O)C2C(NC(CC2)=O)=O 3-(5-(4-(3-(4-(4-amino-3-(4-phenoxyphenyl)-1H-pyrazolo[3,4-d]pyrimidin-1-yl)piperidine-1-carbonyl)cyclobutyl)piperazin-1-yl)-1-oxoisoindolin-2-yl)piperidine-2,6-dione